4,6-dichloro-2-(4-(ethylsulfonyl)-2-fluorobenzyl)-5-(2-(trifluoromethoxy)phenyl)-1H-benzo[d]imidazole ClC1=C(C(=CC=2NC(=NC21)CC2=C(C=C(C=C2)S(=O)(=O)CC)F)Cl)C2=C(C=CC=C2)OC(F)(F)F